OC1=C(C=CC=C1O)C=1NC(=C(N1)C1=CC=CC=C1)C1=CC=CC=C1 2-(2,3-dihydroxyphenyl)-4,5-diphenylimidazole